C(CCCCCCCCCCC)N 1-Dodecylamine